tert-Butyl (3S,4R)-3-(((3S,5S)-5-((3,4-difluorophenyl)(ethyl)carbamoyl)-1-(6-methyl-4-(trifluoromethyl)pyridin-2-yl)pyrrolidin-3-yl)(methyl)amino)-4-hydroxypyrrolidine-1-carboxylate FC=1C=C(C=CC1F)N(C(=O)[C@@H]1C[C@@H](CN1C1=NC(=CC(=C1)C(F)(F)F)C)N([C@H]1CN(C[C@H]1O)C(=O)OC(C)(C)C)C)CC